ClC1=CC=C(C=C1)C1=NC(=NC(=C1)C1=CC=CC=C1)C1=CC=CC=C1 4-(4-chlorophenyl)-2,6-diphenyl-pyrimidine